N1C(C(C2=CC=C3C(=C12)C=CC=N3)=O)=O pyridoindoledione